[Si](C1=CC=CC=C1)(C1=CC=CC=C1)(C(C)(C)C)OCC[C@H](CCC)NC=1C2=C(N=C(N1)NC(=O)OC)C(=NN2CC=2C(=CC(=NC2)C(=O)OC)OC)I methyl (S)-5-((7-((1-((tert-butyldiphenylsilyl)oxy)-hexan-3-yl)amino)-3-iodo-5-((methoxycarbonyl)amino)-1H-pyrazolo[4,3-d]pyrimidin-1-yl)methyl)-4-methoxypicolinate